(4-hydroxy-3,5-diiodophenyl)(2-methylbenzofuran-3-yl)methanone OC1=C(C=C(C=C1I)C(=O)C1=C(OC2=C1C=CC=C2)C)I